6-nonylcyclohexa-2,5-diene-1,4-dione C(CCCCCCCC)C1=CC(C=CC1=O)=O